CC1=NC(=CC=C1S(=O)(=O)N1[C@H]2CC(C[C@@H]1CC2)NC2CC1(COC1)C2)C(F)(F)F (1R,5S)-8-((2-Methyl-6-(trifluoromethyl)pyridin-3-yl)sulfonyl)-N-(2-oxaspiro[3.3]heptan-6-yl)-8-azabicyclo[3.2.1]octan-3-amine